calcium thioglycerate C(C(O)CO)(=S)[O-].[Ca+2].C(C(O)CO)(=S)[O-]